CC1SCCC1=O dihydro-2-methyl-3(2H)-thiophenone